stearyl sulfosuccinamate (stearyl sulfosuccinamate) C(CCCCCCCCCCCCCCCCC)C(C(=O)O)(CC(=O)N)S(=O)(=O)O.S(=O)(=O)(O)C(C(=O)OCCCCCCCCCCCCCCCCCC)CC(=O)N